C(=CCCCCCCCCCCC)O tridecenyl alcohol